4-cyclopropyl-1-(3-fluorophenyl)butane-1,3-dione C1(CC1)CC(CC(=O)C1=CC(=CC=C1)F)=O